ClC1=C(C(=O)Cl)C=C(C(=C1C#N)Cl)F 2,4-dichloro-3-cyano-5-fluorobenzoyl chloride